CN(C1CN(CC1)C(=O)C=1N(C=C(N1)[N+](=O)[O-])C)C (3-(dimethylamino)pyrrolidin-1-yl)(1-methyl-4-nitro-1H-imidazol-2-yl)methanone